1-(cyclobutylmethyl)-1H-indazole C1(CCC1)CN1N=CC2=CC=CC=C12